CC1=CNC2=NC=C(C=C21)C=2C=C1CCN(CC1=C(C2)[C@H]2N(CCOC2)C(=O)OC(C)(C)C)C(=O)N2CCN(CC2)C tert-butyl (R)-3-(6-(3-methyl-1H-pyrrolo[2,3-b]pyridine-5-yl)-2-(4-methylpiperazine-1-carbonyl)-1,2,3,4-tetrahydroisoquinolin-8-yl)morpholine-4-carboxylate